2-chloro-7-(2-methoxy-3-(1-methyl-1H-1,2,4-triazol-3-yl)phenyl)-7H-pyrrolo[2,3-d]pyrimidine ClC=1N=CC2=C(N1)N(C=C2)C2=C(C(=CC=C2)C2=NN(C=N2)C)OC